BrC=1N=C(C=2N(C1)C=CN2)C2=CC=C(C=C2)OC(F)(F)F 6-bromo-8-(4-(trifluoromethoxy)phenyl)imidazo[1,2-a]pyrazine